aluminum triphenylphosphine C1(=CC=CC=C1)P(C1=CC=CC=C1)C1=CC=CC=C1.[Al]